(R)-1-cyclopropyl-N-(1-methylcyclopropyl)-4-((3-methylisoxazol-5-yl)methyl)-5-oxo-1,2,4,5-tetrahydroimidazo[1,2-a]quinazoline-7-sulfonamide C1(CC1)[C@@H]1CN=C2N1C1=CC=C(C=C1C(N2CC2=CC(=NO2)C)=O)S(=O)(=O)NC2(CC2)C